trans-4-Nonen CCC\C=C\CCCC